FC1=CC=C2C=C(C=NC2=C1F)C1=NC(SC2=C1C=CC=C2C)(C)C 4-(7,8-difluoro-3-quinolyl)-2,2,8-trimethyl-1,3-benzothiazine